N'-((1R,2R,4S)-7-cyano-7-azabicyclo[2.2.1]heptan-2-yl)-N-(2-hydroxyethyl)-N-((1R,3R,5S,7r)-tricyclo[3.3.1.1~3,7~]decan-1-ylmethyl)ethanediamide C(#N)N1[C@H]2[C@@H](C[C@@H]1CC2)NC(C(=O)N(CC21CC3CC(CC(C2)C3)C1)CCO)=O